C(C1=CC=CC=C1)OC(=O)N[C@H](C=1N=C2N(C=CC(=C2F)CC(=O)OC(C)(C)C)C1)C1CCC(CC1)(F)F tert-Butyl 2-{2-[(S)-benzyloxycarbonylamino(4,4-difluorocyclohexyl)methyl]-8-fluoroimidazo[1,2-a]pyridin-7-yl}acetate